(S)-(2-methoxyphenyl)(4-(phenylethynyl)phenyl)methanol COC1=C(C=CC=C1)[C@@H](O)C1=CC=C(C=C1)C#CC1=CC=CC=C1